ClC=1C=CC=C2C=CC=C(C12)C1CC=2N=C(N=C(C2CO1)N1C[C@@H](N(CC1)C(C(=C)F)=O)CC#N)OC[C@H]1N(C[C@H](C1)F)C 2-((2S)-4-(7-(8-chloronaphthalen-1-yl)-2-(((2S,4S)-4-fluoro-1-methylpyrrolidin-2-yl)methoxy)-7,8-dihydro-5H-pyrano[4,3-d]pyrimidin-4-yl)-1-(2-fluoroacryloyl)piperazin-2-yl)acetonitrile